C(C=C)(=O)OCCC[SiH2]C(OC)OC 3-(acryloyloxy)propyldimethoxymethylsilane